5-(azetidin-3-yloxy)-2-[[2-[2-oxo-3-(3-oxo-4H-pyrido[3,2-b][1,4]oxazin-6-yl)-1,3-oxazolidin-5-yl]ethylamino]methyl]-2,3-dihydro-1H-indene-4-carbonitrile N1CC(C1)OC1=C(C=2CC(CC2C=C1)CNCCC1CN(C(O1)=O)C=1C=CC=2OCC(NC2N1)=O)C#N